4-cyclopropyl-3-{pyrazolo[1,5-a]pyridin-4-yl}-1,2-thiazole-5-carboxylic acid C1(CC1)C=1C(=NSC1C(=O)O)C=1C=2N(C=CC1)N=CC2